C1(C=CC=C1)C([Pt](CCC)(CCC)CCC)(C)C (cyclopentadienyl)dimethyltripropylmethyl-platinum